NCC[Si](O[Si](CC)(CC)CCN)(C)C 1,3-bis(2-aminoethyl)-1,1-dimethyl-3,3-diethyl-disiloxane